(2-methylphenyl)methanon CC1=C(C=CC=C1)C=O